N-[4-(7-Fluoro-1,3-benzoxazol-2-yl)phenyl]-2-methyltetrahydrofuran-2-carboxamid FC1=CC=CC=2N=C(OC21)C2=CC=C(C=C2)NC(=O)C2(OCCC2)C